N1=NC(=CC=C1C1=CC=C(C(=O)O)C=C1)C1=CC=C(C(=O)O)C=C1 4,4'-(pyridazine-3,6-diyl)dibenzoic acid